CC1=NC2=CC=CC(=C2C(N1C1C(NC(CC1)=O)=O)=O)NCC1=NC=CC=C1 3-(2-methyl-4-oxo-5-((pyridin-2-ylmethyl)amino)quinazolin-3(4H)-yl)piperidine-2,6-dione